2-(Fmoc-amino)-3-[4-[(fluorosulfonyl)oxy]phenyl]propionic acid C(=O)(OCC1C2=CC=CC=C2C2=CC=CC=C12)NC(C(=O)O)CC1=CC=C(C=C1)OS(=O)(=O)F